C1(CCCCC1)CO[C@H](C)[N] ((R)-1-(cyclohexylmethoxy)ethyl)nitrogen